C(C=C)NC(C(=O)C=1C(=C(N2CCCC12)C(=O)NC1=CC(=C(C=C1)F)C#N)C)=O 1-[2-(allylamino)-2-oxo-acetyl]-N-(3-cyano-4-fluoro-phenyl)-2-methyl-6,7-dihydro-5H-pyrrolizine-3-carboxamide